hydroxy-16α-methylpregna-1,4-diene-3,20-dione OCC([C@H]1[C@@H](C[C@H]2[C@@H]3CCC4=CC(C=C[C@]4(C)[C@H]3CC[C@]12C)=O)C)=O